[Sn].C(\C=C\C1=CC(OC)=C(O)C=C1)(=O)O ferulic acid Tin